8-methoxy-N4,N9-bis(propan-2-yl)-7-[3-(pyrrolidin-1-yl)propoxy]-1H,2H,3H-cyclopenta[c]quinoline-4,9-diamine COC1=C(C=2C3=C(C(=NC2C=C1OCCCN1CCCC1)NC(C)C)CCC3)NC(C)C